4-(4,4,5,5-Tetramethyl-1,3,2-dioxaborolan-2-yl)benzyl (bromoethyl)carbamate BrCCNC(OCC1=CC=C(C=C1)B1OC(C(O1)(C)C)(C)C)=O